CC1=CC(=NC=C1)C1=NC=CC(=C1)CCCCCCCCCCCC[Si](OCC)(OCC)OCC 4-methyl-4'-(12-(triethoxysilyl)dodecyl)-2,2'-bipyridine